[Si](C)(C)(C(C)(C)C)OCCCC (rac)-4-{[tert-butyl(dimethyl)silyl]oxy}butane